FC(CN(CCC(C(=O)O)NC1=NC=NC=C1)CCCCC1=NC=2NCCCC2C=C1)F 4-((2,2-difluoroethyl)(4-(5,6,7,8-tetrahydro-1,8-naphthyridin-2-yl)butyl)amino)-2-(pyrimidin-4-ylamino)butyric acid